FC1=C(C=C(C=C1)NC(C1=CC(=CC=C1)NC1=CC=NC2=CC=C(C=C12)F)=O)NC1=CC=NC=C1 N-(4-fluoro-3-(pyridin-4-ylamino)phenyl)-3-((6-fluoroquinolin-4-yl)amino)benzamide